NC=1C2=C(N=C(N1)CF)C=CC(=N2)C=2C=C(C=CC2)C#C[C@]2(C(N(CC2)C([2H])([2H])[2H])=O)O (R)-3-((3-(4-amino-2-(fluoromethyl)pyrido[3,2-d]pyrimidin-6-yl)phenyl)ethynyl)-3-hydroxy-1-(methyl-d3)-pyrrolidin-2-one